2-methyl-1-phenyl-imidazole-4-carboxylic acid CC=1N(C=C(N1)C(=O)O)C1=CC=CC=C1